ClC1=CC=C(C=C1)C=1C2=C(N(N1)C)SC(=C2)C(=O)O 3-(4-chlorophenyl)-1-methylthieno[2,3-c]pyrazole-5-carboxylic acid